4-Fluoro-2-methylbenzonitrile FC1=CC(=C(C#N)C=C1)C